5-bromo-1,2,3,4-tetrahydro-1,7-naphthyridine-3-carbonitrile BrC1=C2CC(CNC2=CN=C1)C#N